5,6-dibromo-1-indanone BrC=1C=C2CCC(C2=CC1Br)=O